(R)-4-(3-bromophenyl)-oxazolidine-2-one BrC=1C=C(C=CC1)[C@H]1NC(OC1)=O